N-(2-benzoylphenyl)-N-benzyl-2-bromoacetamide C(C1=CC=CC=C1)(=O)C1=C(C=CC=C1)N(C(CBr)=O)CC1=CC=CC=C1